N-((1-fluorocyclohexyl)methyl)-5-(2-methylbenzo[d]thiazol-6-yl)-7H-pyrrolo[2,3-d]pyrimidin-2-amine FC1(CCCCC1)CNC=1N=CC2=C(N1)NC=C2C2=CC1=C(N=C(S1)C)C=C2